C=C1N(C(C2(CC12)S(=O)(=O)C1=CC=C(C)C=C1)=O)C1=CC=CC=C1 4-methylene-3-phenyl-1-tosyl-3-azabicyclo[3.1.0]Hexane-2-one